ClC1=C(C=CC=C1Cl)C(C1=CC=C2C=CC=NC2=C1OC(CC)=O)NC1=NC=CC=C1.FCCCCCCCCCCCC[NH3+] monofluorododecyl-ammonium 7-((2,3-Dichlorophenyl)(pyridin-2-ylamino)methyl)quinolin-8-yl-propionate